(7-amino-2-(furan-2-yl)-[1,2,4]triazolo[1,5-a][1,3,5]triazin-5-yl)-L-proline NC1=NC(=NC=2N1N=C(N2)C=2OC=CC2)N2[C@@H](CCC2)C(=O)O